FC(C)(F)C=1N=CN(C(C1OC1=C(C=C(C#N)C=C1C)C)=O)CC1=CC=C(C=C1)OC 4-((4-(1,1-difluoroethyl)-1-(4-methoxybenzyl)-6-oxo-1,6-dihydropyrimidin-5-yl)oxy)-3,5-dimethylbenzonitrile